trimethylenediamine oleate C(CCCCCCC\C=C/CCCCCCCC)(=O)O.NCCCN